8-chloro-3-(3-methylbutanoyl)-5-nitro-2-((2,4,6-trifluorophenyl)amino)quinolin-4(1H)-one ClC=1C=CC(=C2C(C(=C(NC12)NC1=C(C=C(C=C1F)F)F)C(CC(C)C)=O)=O)[N+](=O)[O-]